(R)-2-(4-(piperidin-3-ylamino)-5,7-dihydrofuro[3,4-d]pyridazin-1-yl)-5-(trifluoromethyl)phenol hydrochloride Cl.N1C[C@@H](CCC1)NC=1C2=C(C(=NN1)C1=C(C=C(C=C1)C(F)(F)F)O)COC2